C(C1=CC=CC=C1)OC(=O)N[C@H](C(CC(=O)OC(C)(C)C)=O)C1CCCCCC1 tert-butyl (S)-4-(((benzyloxy)carbonyl)amino)-4-cycloheptyl-3-oxobutanoate